2,4-diamino-6-cyclohexyl-1,3,5-triazine NC1=NC(=NC(=N1)N)C1CCCCC1